CC=1C=CC(=C(C(=O)OCC)C1)B1OC(C(O1)(C)C)(C)C ethyl 5-methyl-2-(4,4,5,5-tetramethyl-1,3,2-dioxaborolan-2-yl)benzoate